CC1C2C3CCC(OC[C@@H]4[C@@]5(CCCN4CCOC2NCC1)NCCOC5)CC3 (1's,3R,16'S,19's)-3'-methyl-8',18'-dioxa-6',11'-diazaspiro[morpholine-3,15'-tetracyclo[17.2.2.02,7.011,16]tricosane]